N-Methyl-2-(4-(3-(4-morpholino-3-(trifluoromethyl)phenyl)ureido)phenyl)-1,5-naphthyridine-4-carboxamide CNC(=O)C1=CC(=NC2=CC=CN=C12)C1=CC=C(C=C1)NC(=O)NC1=CC(=C(C=C1)N1CCOCC1)C(F)(F)F